[Si](C)(C)(C(C)(C)C)OC1=CC2=C(SC(=C2C)C(=O)NCCC(=O)OC)C=C1OC Methyl 3-(5-((tert-butyldimethylsilyl)oxy)-6-methoxy-3-methylbenzo[b]thiophene-2-carboxamido)propanoate